C(CCC)N1C(=C(C(C=C1C)=O)O)CNC(CC1=CC=C(C=C1)F)=O N-((1-butyl-3-hydroxy-6-methyl-4-oxo-1,4-dihydropyridin-2-yl)methyl)-2-(4-fluorophenyl)acetamide